BrCC1=NC=C(C=N1)C(=O)OC(C)(C)C tertbutyl 2-(bromomethyl)pyrimidine-5-carboxylate